6-chloro-2-(2-chloropyrimidin-4-yl)-1-(cyclopentylmethyl)-7-fluoro-2,3,4,9-tetrahydro-1H-pyrido[3,4-b]indole ClC=1C=C2C3=C(NC2=CC1F)C(N(CC3)C3=NC(=NC=C3)Cl)CC3CCCC3